(2S,5R)-5-(2-chlorophenyl)-1-(2',5'-dimethoxy-[1,1'-biphenyl]-4-carbonyl)pyrrolidine-2-carboxylic acid ClC1=C(C=CC=C1)[C@H]1CC[C@H](N1C(=O)C1=CC=C(C=C1)C1=C(C=CC(=C1)OC)OC)C(=O)O